beta-dodecyl-2-phenyl-decanoic acid C(CCCCCCCCCCC)C(C(C(=O)O)C1=CC=CC=C1)CCCCCCC